CCC=CCOC(=O)NC=1C=C2C=3CC(CCC3NC2=CC1)NC(C)(C)C 6-(3-penten-5-yloxy)carbonylamino-3-(tert-butyl)amino-1,2,3,4-tetrahydro-9H-carbazole